N-(5-(4-Cyclopropylpiperazin-1-yl)pyridin-2-yl)-5-fluoro-4-(8-fluoroquinolin-6-yl)pyrimidin-2-amine C1(CC1)N1CCN(CC1)C=1C=CC(=NC1)NC1=NC=C(C(=N1)C=1C=C2C=CC=NC2=C(C1)F)F